dihydroxyethylimidazole OC(CC=1NC=CN1)O